4-(8-((6-(benzyloxy)hexyl)oxy)-4-chloro-1-methylphthalazin-6-yl)morpholine C(C1=CC=CC=C1)OCCCCCCOC=1C=C(C=C2C(=NN=C(C12)C)Cl)N1CCOCC1